(2,4-difluorophenyl)pyrrolidine hydrochloride Cl.FC1=C(C=CC(=C1)F)N1CCCC1